[N+](=O)([O-])C1=CC=C(C(=O)NC2=CC=C(C(=O)F)C=C2)C=C1 4-(4-nitrobenzoylamino)benzoyl fluoride